4-(6-((1R,5S,6s)-6-amino-3-azabicyclo[3.1.0]hexan-3-yl)pyridin-3-yl)-6-(1-methyl-1H-pyrazol-4-yl)pyrazolo[1,5-a]pyridine-3-carbonitrile hydrochloride Cl.NC1[C@@H]2CN(C[C@H]12)C1=CC=C(C=N1)C=1C=2N(C=C(C1)C=1C=NN(C1)C)N=CC2C#N